F[B-](F)(F)F.C(CCCCCCCCCCCC)N1CN(C=C1)C 1-tridecyl-3-methylimidazole tetrafluoroborate